α,α,2-trifluoro-4-pyridinepropanoic acid FC(C(=O)O)(CC1=CC(=NC=C1)F)F